ClC=1C=C(C=CC1F)NC1=NC=NC2=CC(=C(C=C12)NC(C=C)=O)OCCCN1CCN(CC1)CCCCCCCC#CC1=C2CN(C(C2=CC=C1)=O)C1C(NC(CC1)=O)=O N-(4-((3-chloro-4-fluorophenyl)amino)-7-(3-(4-(9-(2-(2,6-dioxopiperidin-3-yl)-1-oxoisoindolin-4-yl)non-8-yn-1-yl)piperazin-1-yl)propoxy)quinazolin-6-yl)acrylamide